tert-butyl N-(3-aminopropyl)-N-(2-bromophenyl)carbamate NCCCN(C(OC(C)(C)C)=O)C1=C(C=CC=C1)Br